(R)-(-)-1,2-o-isopropylideneglycerol CC1(OC[C@H](O1)CO)C